4-(isopropylamino)-4-oxo-butanoic acid C(C)(C)NC(CCC(=O)O)=O